2-(4-methyl-3-nitrophenyl)acetic acid CC1=C(C=C(C=C1)CC(=O)O)[N+](=O)[O-]